C(C)O\C(=C/OC1=CC=C(C=C1)CC1=NC(=CC=C1)C(=O)N(OCC#C)C)\C(F)(F)F 2-[[4-[[(1Z)-2-ethoxy-3,3,3-trifluoro-1-propen-1-yl]oxy]phenyl]methyl]-N-methyl-N-(2-propyn-1-yloxy)-6-pyridinecarboxamide